chlorobicyclo[1.1.1]pentylamine ClNC12CC(C1)C2